trans-3-[[4-(4-chlorophenyl)-5-(4-pyridin-2-yloxycyclohexyl)-1,2,4-triazol-3-yl]methyl]-5-methyl-1,2-oxazole ClC1=CC=C(C=C1)N1C(=NN=C1[C@@H]1CC[C@H](CC1)OC1=NC=CC=C1)CC1=NOC(=C1)C